BrC1=CC=C(C=C1)C1C(C(CCC1)COC1=CC=C(C=C1)C(F)(F)F)C(=O)[O-] 2-(4-bromophenyl)-6-((4-(trifluoromethyl)phenoxy)methyl)cyclohexane-1-carboxylate